CC(CCCCC)(C)C1=C(C=C(C=C1)C)O 2-(1,1-dimethylhexyl)-5-methylphenol